OC=1C=C(C2=CC=CC=C2C1)C1C(CC=2C(=NC(=NC2C1)OCC1N(CCC1)C)N1C(CN(CC1C)C(C=C)=O)C)C 1-(4-(7-(3-hydroxynaphthalen-1-yl)-6-methyl-2-((1-methylpyrrolidin-2-yl)methoxy)-5,6,7,8-tetrahydroquinazolin-4-yl)-3,5-dimethylpiperazin-1-yl)prop-2-en-1-one